CC(CC(SC)SC)C 3-methyl-1,1-bis(methyl-sulfanyl)butane